FC1=C(C=CC(=C1)F)CNC(=O)C=1C(C(=C2N(C[C@@H]3OCC[C@H](N3C2=O)C)C1)OCC)=O (4R,12aS)-N-[(2,4-difluorophenyl)methyl]-3,4,6,8,12,12a-hexahydro-7-ethoxy-4-methyl-6,8-dioxo-2H-pyrido[1',2':4,5]pyrazino[2,1-b][1,3]oxazine-9-carboxamide